(1r,3r)-3-(3,5-difluoro-4-methylphenoxy)-N-((6-fluoroisoquinolin-5-yl)methyl)cyclobutan-1-amine FC=1C=C(OC2CC(C2)NCC2=C3C=CN=CC3=CC=C2F)C=C(C1C)F